ClC1=NC=C(C(=N1)N1CC(C1)=CC#N)C 2-(1-(2-chloro-5-methylpyrimidin-4-yl)azetidin-3-ylidene)acetonitrile